N1=CN=C2N=CNC2=C1N[C@@H]1[C@H]([C@@H]([C@H]([C@@H](O1)CO)NC([C@@H](CCCCNC(OCC1C2=CC=CC=C2C=2C=CC=CC12)=O)NC(OC(C)(C)C)=O)=O)O)O (9H-fluoren-9-yl)methyl tert-butyl ((R)-6-(((2R,3R,4R,5S,6S)-6-((7H-purin-6-yl)amino)-4,5-dihydroxy-2-(hydroxymethyl)tetrahydro-2H-pyran-3-yl)amino)-6-oxohexane-1,5-diyl)dicarbamate